ethyl 2-amino-1-(2-methoxyethyl)-1H-benzo[d]imidazole-5-carboxylate NC1=NC2=C(N1CCOC)C=CC(=C2)C(=O)OCC